(((2R,3S,4R,5R)-5-(4-aminopyrrolo[2,1-f][1,2,4]triazin-7-yl)-5-cyano-3-(2-cyclohexylacetoxy)-4-hydroxytetrahydrofuran-2-yl)methoxy)methyl pivalate C(C(C)(C)C)(=O)OCOC[C@H]1O[C@@]([C@@H]([C@@H]1OC(CC1CCCCC1)=O)O)(C#N)C1=CC=C2C(=NC=NN21)N